N,N-dimethylaminoethoxy-ethanolamine CNN(CC(O)OCC)NC